(S)-N-(3-(6-amino-3,3-difluoro-2-(fluoromethyl)-2,3,4,5-tetrahydropyridin-2-yl)-4,5-difluorophenyl)-5-methoxypyridinamide NC=1CCC([C@@](N1)(CF)C=1C=C(C=C(C1F)F)NC(=O)C1=NC=C(C=C1)OC)(F)F